CN1C(=NC2=CC=C(C=C2C1=O)C#N)[C@H]1CN(CCC1)CC1COC1 (R)-3-methyl-2-(1-(oxetan-3-ylmethyl)piperidin-3-yl)-4-oxo-3,4-dihydroquinazoline-6-carbonitrile